BrC1=C(C=CC2=C1C=C(O2)C(=O)O)N2CC1=CC=CC=C1CC2 4-bromo-5-(3,4-dihydro-1H-isoquinolin-2-yl)-benzofuran-2-carboxylic acid